(S)-methyl 2-((R)-1-((2S,3R)-3-hydroxy-2-(6-phenylpicolinamido) butanamido)-3-methylbutyl)-6-oxo-1,3,2-dioxaborinane-4-carboxylate O[C@@H]([C@@H](C(=O)N[C@@H](CC(C)C)B1OC(C[C@H](O1)C(=O)OC)=O)NC(C1=NC(=CC=C1)C1=CC=CC=C1)=O)C